(3-fluoro-4-(3-iodopropoxy)phenethyl)carbamic acid tert-butyl ester C(C)(C)(C)OC(NCCC1=CC(=C(C=C1)OCCCI)F)=O